(E)-7,8-dihydroquinolin-5(6H)-one oxime N1=CC=CC=2/C(/CCCC12)=N/O